monochlorotetradecane ClCCCCCCCCCCCCCC